4-((2r,4s)-4-bromotetrahydro-2H-pyran-2-yl)-1H-pyrazole Br[C@@H]1C[C@@H](OCC1)C=1C=NNC1